FC(C(C)(O)C)(C1=C(C(=CC=C1)O[C@H](C)NC1=NC(=NC2=CC(=C(C=C12)OC[C@H]1CNCCO1)OC)C)F)F 1,1-Difluoro-1-(2-fluoro-3-((R)-1-((7-methoxy-2-methyl-6-(((R)-morpholine-2-yl)methoxy)quinazolin-4-yl)amino)ethoxy)phenyl)-2-methylpropan-2-ol